ClC=1C=C2C(=NNC2=CC1)C(F)(F)F 5-chloro-3-(trifluoromethyl)-1H-indazole